C(C)NC1=NC=C(C=O)C=C1 6-(ETHYLAMINO)NICOTINALDEHYDE